3-[1-[3,6-dimethyl-2-(2-methylindol-5-yl)-4-oxo-chromen-8-yl]ethylamino]-6-methyl-pyridine-2-carboxylic acid methyl ester COC(=O)C1=NC(=CC=C1NC(C)C=1C=C(C=C2C(C(=C(OC12)C=1C=C2C=C(NC2=CC1)C)C)=O)C)C